NC1=NC(=NN1C(=O)C=1SC=CC1C)NC1=CC=C(C=C1)S(=O)(=O)N1CCN(CC1)CC1=CC(=C(C=C1)N1C(NC(CC1)=O)=O)F 1-(4-((4-((4-((5-amino-1-(3-methylthiophene-2-carbonyl)-1H-1,2,4-triazol-3-yl)amino)phenyl)sulfonyl)piperazin-1-yl)methyl)-2-fluorophenyl)dihydropyrimidine-2,4(1H,3H)-dione